ClC1=CC=CC2=C1O[C@H](CO2)COC2=CC=C(C=C2)[C@H](CC(=O)OC)C#CC methyl (S)-3-(4-(((S)-8-chloro-2,3-dihydrobenzo[b][1,4]dioxin-2-yl) methoxy) phenyl)-4-hexynoate